N-(2,2-dimethoxyethyl)-5-[5-(4-fluoro-3-methoxy-phenyl)-1,2,4-triazol-1-yl]pyridin-2-amine COC(CNC1=NC=C(C=C1)N1N=CN=C1C1=CC(=C(C=C1)F)OC)OC